di-(4-vinylbenzyl)amino-2-methylpropane-1,3-diol C(=C)C1=CC=C(CN(CC2=CC=C(C=C2)C=C)C(C(CO)C)O)C=C1